di-tert-butyl (((6-((4-hydroxybutyl)amino)-1,3,5-triazine-2,4-diyl)bis(azanediyl))bis(propane-3,1-diyl))dicarbamate OCCCCNC1=NC(=NC(=N1)NCCCNC(OC(C)(C)C)=O)NCCCNC(OC(C)(C)C)=O